CC(C=[N+](C(C)C1=CC=CC=C1)[O-])CCCCCCCCC 2-methyl-N-(1-phenylethyl)undecan-1-imine oxide